2-(phenylmethylsulfanyl)-3-chloro-5-fluoro-6-(2,3,4,6-tetrafluorophenyl)pyridine C1(=CC=CC=C1)CSC1=NC(=C(C=C1Cl)F)C1=C(C(=C(C=C1F)F)F)F